C([C@@H](C(=O)O)N)SSC[C@@H](C(=O)O)N.[Se] selenium L-cystine